3-(4-(4-((((R)-1-cyclopentylethoxy)carbonyl)amino)-3-methylisoxazol-5-yl)phenoxy)cyclohexanecarboxylic acid C1(CCCC1)[C@@H](C)OC(=O)NC=1C(=NOC1C1=CC=C(OC2CC(CCC2)C(=O)O)C=C1)C